N[C@H]1C[C@H](CC1)NC=1C=2N(N=CC1C(=NC1=C(C=CC(=C1)F)CC)N)C=C(C2)C2=C(C=C(C=C2)OC)C 4-[[cis-3-aminocyclopentyl]amino]-N'-(2-ethyl-5-fluoro-phenyl)-6-(4-methoxy-2-methyl-phenyl)pyrrolo[1,2-b]pyridazine-3-carboxamidine